3,3'-Diamino-4,4'-dihydroxydiphenyl ether C1=CC(=C(C=C1OC2=CC(=C(C=C2)O)N)N)O